barium-cadmium benzoate C(C1=CC=CC=C1)(=O)[O-].[Cd+2].[Ba+2].C(C1=CC=CC=C1)(=O)[O-].C(C1=CC=CC=C1)(=O)[O-].C(C1=CC=CC=C1)(=O)[O-]